ClC1=CC=C(CSC=2OC3=C(N2)C=C(C=C3)C(=O)O)C=C1 ((4-chlorobenzyl)thio)benzo[d]Oxazole-5-carboxylic acid